Ethyl (1R,3S,4S)-3-(bis(4-methoxybenzyl)amino)-4-fluorocyclohexane-1-carboxylate COC1=CC=C(CN([C@H]2C[C@@H](CC[C@@H]2F)C(=O)OCC)CC2=CC=C(C=C2)OC)C=C1